trans-1-(6-((3,5-difluorophenyl)amino)pyrimidin-4-yl)-4-(3,4-dihydroisoquinolin-2(1H)-yl)piperidine FC=1C=C(C=C(C1)F)NC1=CC(=NC=N1)N1CCC(CC1)N1CC2=CC=CC=C2CC1